5-Heptyl-2-[(1R,6R)-6-isopropenyl-3-methyl-2-cyclohexen-1-yl]-1,3-benzenediol C(CCCCCC)C=1C=C(C(=C(C1)O)[C@@H]1C=C(CC[C@H]1C(=C)C)C)O